Bis(naphthalen-1-yl)-N,N'-diphenylbenzidine C1(=CC=CC2=CC=CC=C12)N(C1=CC=C(C2=CC=C(N(C3=CC=CC=C3)C3=CC=CC4=CC=CC=C34)C=C2)C=C1)C1=CC=CC=C1